C1(=C2N(C=N1)CCC2)CC(=O)O 2-(6,7-dihydro-5H-pyrrolo[1,2-c]imidazol-1-yl)acetic acid